Ethyl 8-(benzyloxy)-4-hydroxy-2-naphthoate C(C1=CC=CC=C1)OC=1C=CC=C2C(=CC(=CC12)C(=O)OCC)O